C(CC(CCCCCCC(CCO)O)O)O 1,3,10,12-dodecanetetrol